N[C@@H](COC(C(F)(F)F)(C)C)C1=NC2=C(N1)C=CC(=C2)CN2C(NC(C2)(C(F)(F)F)C)=O |o1:1| 1-((2-((R*)-1-amino-2-((1,1,1-trifluoro-2-methylpropan-2-yl)oxy)ethyl)-1H-benzo[d]imidazol-5-yl)methyl)-4-methyl-4-(trifluoromethyl)imidazolidin-2-one